C(#N)C1=C(C=CC=C1)SC=1C=2N(C=C(C1)C=1C=NN(C1C)C1CCN(CC1)CC1=NC=CC=N1)N=CC2C#N 4-((2-cyanophenyl)thio)-6-(5-methyl-1-(1-(pyrimidin-2-ylmethyl)piperidin-4-yl)-1H-pyrazol-4-yl)pyrazolo[1,5-a]pyridine-3-carbonitrile